C(C)(=O)NC1=CC=C(C=C1)NC(C1=C(N=CC(=C1)C1=CC=C(C=C1)N1CCN(CC1)C)N)=O N-(4-acetamidophenyl)-2-amino-5-(4-(4-methylpiperazin-1-yl)phenyl)nicotinamide